FC=1C=CC(=C2C=C(N(C12)CCNC1=NC=NC(=C1)C=1C=C2C=NNC2=CC1)C#N)OC 7-Fluoro-1-{2-[6-(1H-indazol-5-yl)-pyrimidin-4-ylamino]-ethyl}-4-methoxy-1H-indol-2-carbonitril